ClC1=C(C=C(C=C1)C1=CC(=CC=C1)COC=1C=C2CN(C(C2=CC1)=O)C1C(C=CC1)O)C(=O)OC methyl 4-chloro-3'-(((2-(2-hydroxy cyclopent-3-en-1-yl)-1-oxoisoindolin-5-yl)oxy)methyl)-[1,1'-biphenyl]-3-carboxylate